N-((4,4-dimethyl-4,7-dihydro-5H-thieno[2,3-c]pyran-7-yl)methyl)-2-((R)-9-(pyridin-2-yl)-6-oxaspiro[4.5]decan-9-yl)ethylamine CC1(C2=C(C(OC1)CNCC[C@]1(CCOC3(CCCC3)C1)C1=NC=CC=C1)SC=C2)C